(3R,5S)-1-((S)-2-(11-aminoundecanamido)-3,3-dimethylbutanoyl)-5-(((S)-1-(4-(4-methylthiazol-5-yl)phenyl)ethyl)carbamoyl)pyrrolidin-3-yl 5-azidopentanoate N(=[N+]=[N-])CCCCC(=O)O[C@H]1CN([C@@H](C1)C(N[C@@H](C)C1=CC=C(C=C1)C1=C(N=CS1)C)=O)C([C@H](C(C)(C)C)NC(CCCCCCCCCCN)=O)=O